4-(4,4,5,5-tetramethyl-1,3,2-dioxaborolan-2-yl)-1-(3,3,3-trifluoropropyl)pyrazole 4-methyl-6,7-dihydropyrazolo[1,5-a]pyrazine-5(4H)-carboxylate CC1C=2N(CCN1C(=O)O)N=CC2.CC2(OB(OC2(C)C)C=2C=NN(C2)CCC(F)(F)F)C